2-cyclopropyl-1,3-oxazole-5-sulfonyl chloride C1(CC1)C=1OC(=CN1)S(=O)(=O)Cl